8-(1-isobutylpiperidin-4-yl)-2-(trifluoromethyl)chromeno[7,8-d]imidazol-6(3H)-one C(C(C)C)N1CCC(CC1)C=1OC2=C(C(C1)=O)C=CC=1NC(=NC12)C(F)(F)F